CN1N=NC(=C1B1OCC(C(O1)(C)C)(C)C)C 1,4-dimethyl-5-(4,4,5,5-tetramethyl-1,3,2-dioxaborinan-2-yl)-1H-1,2,3-triazole